Ethyl (S)-3-(5-bromo-2,3-difluorophenyl)-3-((tert-butoxycarbonyl)amino)propanoate BrC=1C=C(C(=C(C1)[C@H](CC(=O)OCC)NC(=O)OC(C)(C)C)F)F